C1(=CC=CC=C1)C1=C(C(C2=CC=CC=C2)(C2=CC=CC=C2)C2=CC=CC=C2)C=CC=C1 tetraphenyltoluene